FC=1C=C(C=CC1C(=O)N1CC2=C(C1)CN(C2)C(CCC2=CC=C(C=C2)OC(F)(F)F)=O)S(=O)(=O)N 3-fluoro-4-[2-[3-[4-(trifluoromethoxy)phenyl]propanoyl]-1,3,4,6-tetrahydropyrrolo[3,4-c]pyrrole-5-carbonyl]benzenesulfonamide